3-methyl-9-(2-carboxycyclohexyl)carbonyloxyanthracene CC=1C=CC2=C(C3=CC=CC=C3C=C2C1)OC(=O)C1C(CCCC1)C(=O)O